4,4-dicyano-3-phenyl-5-(4-fluorophenyl)-pyrrolidine C(#N)C1(C(CNC1C1=CC=C(C=C1)F)C1=CC=CC=C1)C#N